bis(2,3,5,6-tetrafluoro-4-methoxyphenyl)phenylphosphine oxide FC1=C(C(=C(C(=C1F)OC)F)F)P(C1=CC=CC=C1)(C1=C(C(=C(C(=C1F)F)OC)F)F)=O